ethyl 5-((2-(2-((tert-butoxycarbonyl)amino)ethoxy)-5-fluorobenzyl)(ethyl) amino)pyrazolo[1,5-a]pyrimidine-3-carboxylate C(C)(C)(C)OC(=O)NCCOC1=C(CN(C2=NC=3N(C=C2)N=CC3C(=O)OCC)CC)C=C(C=C1)F